2-(N-(3-chloro-4-methoxyphenyl)propiolamido)-N-(4-methoxybenzyl)-3,3-dimethylbutanamide ClC=1C=C(C=CC1OC)N(C(C#C)=O)C(C(=O)NCC1=CC=C(C=C1)OC)C(C)(C)C